3-(1-isopropyl-1H-benzo[d][1,2,3]triazol-5-yl)-5-(2-methyl-pyridin-3-yl)-1,2,4-oxadiazole C(C)(C)N1N=NC2=C1C=CC(=C2)C2=NOC(=N2)C=2C(=NC=CC2)C